C(C)(C)N1CCN(CC1)C1=CC=C(C=C1)C=1C=C(C2=C(N(C(=N2)C)C)C1)NC1CCS(CC1)(=O)=O 4-((6-(4-(4-isopropylpiperazin-1-yl)phenyl)-1,2-dimethyl-1H-benzo[d]imidazol-4-yl)amino)tetrahydro-2H-thiopyran 1,1-dioxide